C1(=CC(=CC=C1)C1=CC=CC=C1)C=1C(=CC=CC1)C#N [1,1':3,1''-terphenyl]-2'-carbonitrile